O=S1(CCN(CC2=C1C=CC=C2)C2=NC1=CC=C(C=C1C(=C2)NC(CN)(C)C)C)=O N~2~-[2-(1,1-dioxido-2,3-dihydro-1,4-benzothiazepin-4(5H)-yl)-6-methylquinolin-4-yl]-2-methylpropane-1,2-diamine